CC=1C=2N(C=C(N1)C)N=C(C2)C2=NC1=CC=C(C=C1C(N2)=O)N2[C@H](CN(CC2)CC)C (S)-2-(4,6-Dimethylpyrazolo[1,5-a]pyrazin-2-yl)-6-(4-ethyl-2-methylpiperazin-1-yl)quinazolin-4(3H)-one